4-(6-(3-isopropoxy-4-(4-methylpiperazine-1-carbonyl)phenyl)imidazo[1,2-b]pyridazin-3-yl)benzonitrile C(C)(C)OC=1C=C(C=CC1C(=O)N1CCN(CC1)C)C=1C=CC=2N(N1)C(=CN2)C2=CC=C(C#N)C=C2